3-Bromo-1-butanol BrC(CCO)C